NC=1N=C(C=C2C=C(N=CC12)NC(=O)[C@H]1[C@@H](C1)C=1C=NN(C1)C)C1=C(C=CC=C1)C trans-N-[8-amino-6-(2-methylphenyl)-2,7-naphthyridin-3-yl]-2-(1-methyl-1H-pyrazol-4-yl)cyclopropane-1-carboxamide